2-amino-N-(1-hydroxypropane-2-yl)acetamide NCC(=O)NC(CO)C